NC1CCN(CC1)C1=C(C(C1=O)=O)NS(=O)(=O)CC1=CC=CC=C1 N-(2-(4-aminopiperidin-1-yl)-3,4-dioxocyclobut-1-en-1-yl)-1-phenylmethanesulfonamide